tris(pyrrolidino)silane N1(CCCC1)[SiH](N1CCCC1)N1CCCC1